NC=1SC(=C(N1)C(=O)OCC)CCCOC1=C(C=C(C=C1)CCCN(C)C)F ethyl 2-amino-5-(3-{4-[3-(dimethylamino)propyl]-2-fluorophenoxy}propyl)-1,3-thiazole-4-carboxylate